methyl (S)-3-(3-(3,5-dimethyl-1H-pyrazol-1-yl)phenyl)-4-(7-((3-carbonyl-3,4-dihydro-2H-pyrido[3,2-b][1,4]oxazin-6-yl)methyl)-2,7-diazaspiro[3.5]nonan-2-yl)butanoate CC1=NN(C(=C1)C)C=1C=C(C=CC1)[C@H](CC(=O)OC)CN1CC2(C1)CCN(CC2)CC=2C=CC=1OCC(NC1N2)=C=O